COC(=O)C=1N=NNC1OC1=CC=C(C=C1)C=1C=NNC1 5-(4-(1H-pyrazol-4-yl)phenoxy)-1H-1,2,3-triazole-4-carboxylic acid methyl ester